C(#N)[C@H]1[C@@H](CCC1)N1N=C(C(=C1)C(=O)N)NC=1C=C(C2=C(C=C(B(O2)O)C)C1)F 1-(trans-2-cyanocyclopentyl)-3-[(8-fluoro-2-hydroxy-3-methyl-1,2-benzoxaborinin-6-yl)amino]pyrazole-4-carboxamide